BrC1=NC(=CC=C1)COC(F)F 2-bromo-6-((difluoromethoxy)methyl)pyridine